Cl.[C@H]12CC(C[C@H](CC1)N2)OC2=CC=1N(C=C2)C(=CN1)C1=CC(=C(C(=O)NC2CC2)C(=C1)OC)OC(F)F 4-[7-[[(1R,5S)-8-azabicyclo[3.2.1]octan-3-yl]oxy]imidazo[1,2-a]pyridin-3-yl]-N-cyclopropyl-2-(difluoromethoxy)-6-methoxy-benzamide hydrochloride salt